N1N=NC2=C1C=CC(=C2)\C(=C(/CC)\C2=C(C=C(C=C2)F)Cl)\C2=CC=C(C=C2)/C=C/C(=O)O (E)-3-(4-((E)-1-(1H-benzo[d][1,2,3]triazol-5-yl)-2-(2-chloro-4-fluorophenyl)but-1-en-1-yl)phenyl)acrylic acid